C(C)OC(=O)C=1N=C2N(N=C(C=C2)C=2CCN(CC2)C(=O)OC(C)(C)C)C1 6-(1-(tert-Butoxycarbonyl)-1,2,3,6-tetrahydropyridin-4-yl)imidazo[1,2-b]pyridazine-2-carboxylic acid ethyl ester